di(methacryloyloxy)-2,2,4-trimethylhexamethylenediurethane C(C(=C)C)(=O)ON(C(=O)OCC)CC(CC(CCN(C(=O)OCC)OC(C(=C)C)=O)C)(C)C